tert-Butyl 3-[2-(m-tolyl)ethynyl]-6,8-dihydro-5H-[1,2,4]triazolo[4,3-a]pyrazine-7-carboxylate C1(=CC(=CC=C1)C#CC1=NN=C2N1CCN(C2)C(=O)OC(C)(C)C)C